N-((1-fluorocyclobutyl)methyl)-5-(3-isopropyl-2-methyl-3H-imidazo[4,5-b]pyridin-5-yl)-7H-pyrrolo[2,3-d]pyrimidin-2-amine FC1(CCC1)CNC=1N=CC2=C(N1)NC=C2C2=CC=C1C(=N2)N(C(=N1)C)C(C)C